Lauryl stearyl 3,3'-thiodipropionate S(CCC(=O)OCCCCCCCCCCCCCCCCCC)CCC(=O)OCCCCCCCCCCCC